N'-((8-methyl-3-(pyridin-4-yl)bicyclo[4.2.0]octa-1,3,5-trien-2-yl)carbamoyl)-6,7-dihydro-5H-pyrazolo[5,1-b][1,3]oxazine-3-sulfonimidamide CC1CC2=CC=C(C(=C12)NC(=O)N=S(=O)(N)C=1C=NN2C1OCCC2)C2=CC=NC=C2